tert-Butyl-3-(5-(6-chloro-4-(methylamino)pyridin-3-yl)-1,3,4-thiadiazol-2-yl)pyrrolidine-1-carboxylic acid C(C)(C)(C)C1N(CCC1C=1SC(=NN1)C=1C=NC(=CC1NC)Cl)C(=O)O